C[C@H]1CC[C@@H](N(C1)C(C(=O)NC=1C2=C(C=NC1)C=NN2C2OCCCC2)=O)C=2C=CC1=C(N=C(S1)C1CC(N(C(C1)(C)C)C)(C)C)C2 2-((2R,5S)-5-methyl-2-(2-(1,2,2,6,6-pentamethylpiperidin-4-yl)benzo[d]thiazol-5-yl)piperidin-1-yl)-2-oxo-N-(1-(tetrahydro-2H-pyran-2-yl)-1H-pyrazolo[4,3-c]pyridin-7-yl)acetamide